manganese-nickel dioxide [Ni](=O)=O.[Mn]